C1(CCC1)CN[C@H]1CN(CCC1)C=1C=CC(=NC1)C(C(=O)NC=1N=C2N(C(C1)=O)C=CC=C2)C 2-(5-((R)-3-((cyclobutylmethyl)amino)piperidin-1-yl)pyridin-2-yl)-N-(4-oxo-4H-pyrido[1,2-a]pyrimidin-2-yl)propanamide